1-(1-(methylsulfonamido)-1H-imidazole-5-carbonyl)indoline-5-sulfonyl chloride CS(=O)(=O)NN1C=NC=C1C(=O)N1CCC2=CC(=CC=C12)S(=O)(=O)Cl